(Z)-3-(3H-[1,2,3]triazolo[4,5-b]pyridin-5-yl)-N-(4-styrylphenyl)benzamide N1=NNC2=NC(=CC=C21)C=2C=C(C(=O)NC1=CC=C(C=C1)\C=C/C1=CC=CC=C1)C=CC2